tert-Butyl 2-(methoxy(methyl)carbamoyl)pyrrolidine-1-carboxylate CON(C(=O)C1N(CCC1)C(=O)OC(C)(C)C)C